B(O)(O)C=1C=C(C=CC1)S(=O)(C1=CC(=CC=C1)B(O)O)=NCC(=O)O 2-((Bis(3-boronophenyl)(oxo)-λ6-sulfanylidene)-amino)acetic acid